C1(=CC=CC=C1)[C@@H](C)N1[C@@H]2C=C[C@H]([C@@H]1C(=O)OC)C2 methyl (1S,3R,4R)-2-[(1R)-1-phenylethyl]-2-azabicyclo[2.2.1]hept-5-ene-3-carboxylate